tert-Butyl (4-aminophenethyl)(methyl)carbamate NC1=CC=C(CCN(C(OC(C)(C)C)=O)C)C=C1